[Mg].[Fe] iron-magnesium salt